ClC=1C=C(C=C(C1F)Cl)C1(CC(=NO1)N1CC=2C=NC(=CC2C1)C(=O)NC(C(F)(F)F)C1=NC=CC=C1)C(F)(F)F 2-(5-(3,5-dichloro-4-fluorophenyl)-5-(trifluoromethyl)-4,5-dihydroisoxazol-3-yl)-N-(2,2,2-trifluoro-1-(pyridin-2-yl)ethyl)-2,3-dihydro-1H-pyrrolo[3,4-c]pyridine-6-carboxamide